2-(1-(2-(3,4-dimethoxyphenyl)-3-isopropyl-1H-indol-5-yl)piperidin-4-yl)-N,N-dimethylethane-1-amine COC=1C=C(C=CC1OC)C=1NC2=CC=C(C=C2C1C(C)C)N1CCC(CC1)CCN(C)C